tert-butyl N-(3-aminopyridin-4-yl)carbamate NC=1C=NC=CC1NC(OC(C)(C)C)=O